FC=1C=C(CNC(=O)[C@]2(C=3C=CC=NC3[C@H](CC2)O)F)C=C(C1)F (5s,8s)-N-(3,5-difluorobenzyl)-5-fluoro-8-hydroxy-5,6,7,8-tetrahydroquinoline-5-carboxamide